tert-Butyl 4-(4-(methoxycarbonyl)-N-methylbenzamido)piperidine-1-carboxylate COC(=O)C1=CC=C(C(=O)N(C)C2CCN(CC2)C(=O)OC(C)(C)C)C=C1